imidazole tetrafluoroborate salt F[B-](F)(F)F.N1C=NC=C1